1-[bis(4-ethynylphenyl)methyl]-4-ethynylbenzene C(#C)C1=CC=C(C=C1)C(C1=CC=C(C=C1)C#C)C1=CC=C(C=C1)C#C